BrCC1=CC=C(C=C1)CC(=O)O 4-(Bromomethyl)phenylacetic acid